2-[5-[1-(2-Fluoro-6-methyl-phenyl)-piperidin-4-yl]-6-oxo-7-(2-trifluoromethyl-benzyl)-4,5,6,7-tetrahydro-pyrazolo[3,4-d]pyrimidin-2-yl]-isobutyramid FC1=C(C(=CC=C1)C)N1CCC(CC1)N1C(N(C=2C(C1)=CN(N2)C(C(=O)N)(C)C)CC2=C(C=CC=C2)C(F)(F)F)=O